C(#N)CC[C@@H](C1=CC=CC=C1)NC(=O)N1CC2=CC(=CC(=C2CC1)C1=CC=C(C=C1)C(F)(F)F)C=1N(C=CN1)C (S)-N-(3-cyano-1-phenylpropyl)-7-(1-methyl-1H-imidazol-2-yl)-5-(4-(trifluoromethyl)phenyl)-3,4-dihydroisoquinoline-2(1H)-carboxamide